3-Methyl-1,6-dioxaspiro[4.4]non-3-en-2-one CC=1C(OC2(C1)OCCC2)=O